imino(methyl)(2-(4-(1-(2-methylbenzo[d]oxazol-5-yl)ethyl)piperazin-1-yl)pyrimidin-5-yl)-λ6-sulfanone N=S(=O)(C=1C=NC(=NC1)N1CCN(CC1)C(C)C=1C=CC2=C(N=C(O2)C)C1)C